OCCCCCCCCC hydroxynonane